BrC=1C=CC(=C(C1)NC[C@@H](CCCOC1=C(C=NN1C1CC1)C1=CC(=CN(C1=O)C)C(=O)OC)C)[N+](=O)[O-] methyl 5-(5-{[(4R)-5-[(5-bromo-2-nitrophenyl) amino]-4-methylpentyl] oxy}-1-cyclopropylpyrazol-4-yl)-1-methyl-6-oxopyridine-3-carboxylate